N-(3-methylbut-2-en-1-yl)-N-(1,3-dimethyl-2,4-dioxo-1,2,3,4-tetrahydropyrimidin-5-yl)-3-(piperazin-1-yl)propionamide CC(=CCN(C(CCN1CCNCC1)=O)C=1C(N(C(N(C1)C)=O)C)=O)C